2-[2-[3-[4-[(E)-Hept-1-enyl]phenyl]prop-2-enoyl]-5-(3-methylbut-2-enoxy)phenoxy]acetic acid C(=C\CCCCC)/C1=CC=C(C=C1)C=CC(=O)C1=C(OCC(=O)O)C=C(C=C1)OCC=C(C)C